6-[(10S)-6-chloro-10-methyl-5-(trifluoromethyl)-1,9,12-triazatetracyclo[9.6.0.02,7.013,17]heptadeca-2(7),3,5,8,11,13(17)-hexaen-8-yl]-5-fluoro-pyridin-2-ol ClC1=C(C=CC=2N3C=4CCCC4N=C3[C@@H](N=C(C12)C1=C(C=CC(=N1)O)F)C)C(F)(F)F